COC(CCOCCCN)OC 3-dimethoxypropoxypropylamine